C(C)(C)(C)OC(=O)N1CCN(CC1)C1=NC=CN=C1Cl 4-(3-chloropyrazin-2-yl)piperazine-1-carboxylic acid tert-butyl ester